CN1N=CC2=C1CCC2=O 1-methyl-5,6-dihydrocyclopenta[c]pyrazol-4-one